C(CCCCCCC)C(CCCCCCCC)OC(CCCCCCCN(CC(CN(CCCCCCCC(=O)OC(CCCCCCCC)CCCCCCCC)CCCCCCCC(=O)OC(CCCCCCCC)CCCCCCCC)O)CCCCCCCC(OC(CCCCCCCC)CCCCCCCC)=O)=O 1-octylnonyl 8-[[3-[bis[8-(1-octylnonoxy)-8-oxo-octyl] amino]-2-hydroxy-propyl]-[8-(1-octylnonoxy)-8-oxo-octyl]amino]octanoate